methyl 2-[(6-chloro-3-tetrahydrothiopyran-4-yl-4-quinolyl)amino]benzoate ClC=1C=C2C(=C(C=NC2=CC1)C1CCSCC1)NC1=C(C(=O)OC)C=CC=C1